N-(5-methyl-isoxazol-3-yl)-acetamide CC1=CC(=NO1)NC(C)=O